lithium azelate stearate C(CCCCCCCCCCCCCCCCC)(=O)[O-].C(CCCCCCCC(=O)O)(=O)O.[Li+]